C(CCCCCCCCCCCCCCCCCCCCC)[NH+](C)C docosyl-dimethyl-ammonium